acetonitrile, formate salt C(=O)O.C(C)#N